1-C-(2-acetamido-2-deoxy-3,4,6-tri-O-acetyl-beta-D-glucopyranosyl)-propan-2-one oxime C(C)(=O)N[C@H]1[C@@H](O[C@@H]([C@H]([C@@H]1OC(C)=O)OC(C)=O)COC(C)=O)CC(C)=NO